FC1(CCN(CC1)C1=NC(=CC(=N1)N1C=NC2=CC(=CC(=C2C1=O)N1CCC2(CC2)CC1)NS(=O)(=O)CCO)C)F N-(3-(2-(4,4-difluoropiperidin-1-yl)-6-methylpyrimidin-4-yl)-4-oxo-5-(6-azaspiro[2.5]oct-6-yl)-3,4-dihydroquinazolin-7-yl)-2-hydroxyethane-1-sulfonamide